O1C(=NCC1)C1=CC=C(C=C1)C=1OCCN1 1,4-bis(2-oxazolinyl)benzene